2-((3-(trifluoromethyl)pyrazin-2-yl)oxy)acetic acid FC(C=1C(=NC=CN1)OCC(=O)O)(F)F